ClC=1C=C(C=CC1Cl)CS(=O)(=O)NC1=CC=C(C=C1)NC(=O)NCC1=CC=NC=C1 1-(3,4-dichlorophenyl)-N-(4-(3-(pyridin-4-ylmethyl)ureido)phenyl)methanesulfonamide